α-n-hexylcinnamaldehyde CCCCCC/C(=C\C1=CC=CC=C1)/C=O